methyliodothyronine CN([C@@H](CC1=CC=C(C=C1)OC1=CC=C(C=C1)O)C(=O)O)I